C(C)(=O)[Mn] acetylmanganese